C1CNC=2C=CC3=C(C12)C=CC=C3 benzo[e]-indoline